(S)-8-(benzyloxy)-7-methoxy-2-(4-methoxyphenyl)-1,11a-dihydro-5H-benzo[e]pyrrolo[1,2-a][1,4]diazepine-5,11(10H)-dione C(C1=CC=CC=C1)OC=1C(=CC2=C(NC([C@H]3N(C2=O)C=C(C3)C3=CC=C(C=C3)OC)=O)C1)OC